C(C1=CC=CC=C1)OC=1C=C(C(=O)NC=2C=CC3=C(N=C(O3)C=3C=NC=CC3)C2)C=CC1 3-(benzyloxy)-N-[2-(pyridin-3-yl)-1,3-benzoxazol-5-yl]benzamide